ClC1=C(C=C(C=C1C)C)C chloro(mesitylene)